COC=1C=C(C=C2C(=CC(NC12)=O)C)NC(=O)C=1C=C2C(=NC1N1C3(CC(C1)C3)C)COC2 N-(8-methoxy-4-methyl-2-oxo-1H-quinolin-6-yl)-2-(1-methyl-2-azabicyclo[2.1.1]hexan-2-yl)-5,7-dihydrofuro[3,4-b]pyridine-3-carboxamide